FC=1C=C(C(=NC1)C=1C=C(SC1C)C(=O)OC)OCC1=CC(=CC(=C1)S(=O)(=NC)C)F methyl 4-[5-fluoro-3-({3-fluoro-5-[methyl(methylimino)oxo-λ6-sulfanyl] phenyl} methoxy)pyridin-2-yl]-5-methylthiophene-2-carboxylate